C(C=C)C(C(=O)O)(C)C1CCCCC1.C(C1CO1)OCCC[Si](OC1=CC=CC=C1)(OC1=CC=CC=C1)OC1=CC=CC=C1 gamma-glycidoxypropyl-trisphenoxysilane ALLYL-CYCLOHEXYLPROPIONATE